1-(4-fluoro-2-methylphenyl)-3-(3-(methylsulfonyl)phenyl)-7-(trifluoromethyl)-2,3-dihydroquinazolin-4(1H)-one FC1=CC(=C(C=C1)N1CN(C(C2=CC=C(C=C12)C(F)(F)F)=O)C1=CC(=CC=C1)S(=O)(=O)C)C